(8-((4-(ethylamino)-3-(trifluoromethyl)-1H-pyrrolo[2,3-b]pyridin-6-yl)amino)-2,3-dihydrobenzo[b][1,4]dioxin-5-yl)(4-(oxetan-3-yl)piperazin-1-yl)methanone C(C)NC1=C2C(=NC(=C1)NC1=CC=C(C3=C1OCCO3)C(=O)N3CCN(CC3)C3COC3)NC=C2C(F)(F)F